CC1=C(C(=O)N2CCC(CC2)CCCCNC(NCC2=CC=C(C(=O)N)C=C2)=O)C=CC=C1 4-((3-(4-(1-(2-methylbenzoyl)piperidin-4-yl)butyl)ureido)meth-yl)benzamide